COC(=O)C1=C(C2=C(S1)C=CC=C2)NC2=NC(=NC=C2Br)NC2=CC=C(C=C2)N2CCOCC2 3-[5-bromo-2-(4-morpholin-4-ylphenylamino)-pyrimidin-4-ylamino]-benzo[b]thiophene-2-carboxylic acid methyl ester